ClC1=NC=2N(C(=C1C1=C(C=C(C=C1F)I)F)NCC(F)(F)F)N=CN2 5-Chloro-6-(2,6-difluoro-4-iodophenyl)-N-(2,2,2-trifluoroethyl)-[1,2,4]triazolo[1,5-a]pyrimidin-7-amine